6-{[4-(4-methylpiperazin-1-yl)phenyl]amino}-1,2-dihydro-3H-pyrazolo[3,4-d]pyrimidin CN1CCN(CC1)C1=CC=C(C=C1)NC1=NC=C2C(=N1)NNC2